OC1=C(C=C(C=2C(OC(C21)=O)=O)O)O 4,5,7-trihydroxy-1,3-dihydro-2-benzofuran-1,3-dione